FC1=C(C=CC(=C1)F)C=1N2C(SC1)=NC(=C2)C(=O)N[C@@H]2C(N(C1=C(OC2)C=CC=C1)C)=O (S)-3-(2,4-difluorophenyl)-N-(5-methyl-4-oxo-2,3,4,5-tetrahydrobenzo[b][1,4]Oxazepine-3-yl)imidazo[2,1-b]thiazole-6-carboxamide